2,6-Difluoro-3-(3-isopropyl-5-(methyl(tetrahydro-2H-pyran-4-yl)amino)-1H-indazol-1-yl)-5-(trifluoromethyl)phenol FC1=C(C(=C(C=C1N1N=C(C2=CC(=CC=C12)N(C1CCOCC1)C)C(C)C)C(F)(F)F)F)O